methyl 1-{3-[(3-chloro-5-methanesulfonamidophenyl) carbamoyl]phenyl}-1H-pyrazole-3-carboxylate ClC=1C=C(C=C(C1)NS(=O)(=O)C)NC(=O)C=1C=C(C=CC1)N1N=C(C=C1)C(=O)OC